ClC1=C(OC2=CC=CC3=C2NC(=NS3(=O)=O)NCC3=NC(=CC=C3F)OC)C=CC=C1 5-(2-chlorophenoxy)-3-(((3-fluoro-6-methoxypyridin-2-yl)methyl)amino)-4H-benzo[e][1,2,4]thiadiazine 1,1-dioxide